ClC=1C(=CC=C2N=CC(=NC12)C=1C=NN(C1)C1CC(C1)=O)OC1=C(C2=C(N=C(N2)C)C=C1)F 3-[4-[8-chloro-7-[(4-fluoro-2-methyl-3H-benzimidazol-5-yl)oxy]quinoxalin-2-yl]pyrazol-1-yl]cyclobutanone